O=C(CC(=O)O)NC(=O)[C@H]1N2C(N([C@H](CC1)C2)OS(=O)(=O)O)=O 3-oxo-3-((2S,5R)-7-oxo-6-(sulfooxy)-1,6-diazabicyclo[3.2.1]octane-2-carboxamido)propionic acid